C(=O)OCC\C=C/CC Cis-3-Hexenyl Formate